2-(4-(3-(6-(5-chloropyrimidin-2-yl)-6-azaspiro[2.5]octan-1-yl)propoxy)-2-fluorophenyl)-1-(4-((2S,3R,4R,5R)-2,3,4,5,6-pentahydroxyhexyl)piperazin-1-yl)ethan-1-one ClC=1C=NC(=NC1)N1CCC2(CC2CCCOC2=CC(=C(C=C2)CC(=O)N2CCN(CC2)C[C@@H]([C@H]([C@@H]([C@@H](CO)O)O)O)O)F)CC1